C(CCCCCCCCC)N(CCCCCCC(C(=O)[O-])(C(=O)[O-])C)CCCCO 2-(6-(decyl(4-hydroxybutyl)amino)hexyl)-2-methylmalonate